NC[C@@]1(C(C1)CO)C1=C(C(=CC=C1)F)Cl ((2S)-2-(aminomethyl)-2-(2-chloro-3-fluorophenyl)cyclopropyl)methanol